CC1=CC=C(C=C1)N1N=CC(=C1)C=O 1-(4-methylphenyl)-1H-pyrazole-4-carbaldehyde